BrC1=C(C(=NC=C1)O)CNC(OC(C)(C)C)=O tert-Butyl ((4-bromo-2-hydroxypyridin-3-yl)methyl)carbamate